(1S,4r)-4-(2-((S)-1-hydroxypropan-2-ylamino)-8-(2,4,6-trichlorophenylamino)-9H-purin-9-yl)-1-methylcyclohexanecarboxamide OC[C@H](C)NC1=NC=C2N=C(N(C2=N1)C1CCC(CC1)(C(=O)N)C)NC1=C(C=C(C=C1Cl)Cl)Cl